C(#N)C1(CCC1)C=1C=C2C=C(N=CC2=CC1)NC(=O)C1CC1 N-(6-(1-cyanocyclobutyl)isoquinolin-3-yl)cyclopropanecarboxamide